ClCCCOC1=C(C=C2C(=NC=NC2=C1)C1=CC=C(C=C1)[N+](=O)[O-])OC 7-(3-chloropropoxy)-6-methoxy-4-(4-nitrophenyl)quinazoline